FC=1C=C(C=CC1)C=1C(=NN(C1)C=1SC(=C(N1)N1CCOCC1)SC(C)C)C 4-(3-fluorophenyl)-1-(5-(isopropylsulfanyl)-4-morpholinothiazol-2-yl)-3-methyl-1H-pyrazole